(S)-N-[(4R)-1'-[5-[(5-chloro-4-oxo-3H-quinazolin-6-yl)sulfanyl]pyrazin-2-yl]spiro[4,6-dihydrocyclopenta[d]thiazole-5,4'-piperidine]-4-yl]-2-methyl-propane-2-sulfinamide ClC1=C2C(NC=NC2=CC=C1SC=1N=CC(=NC1)N1CCC2(CC1)CC1=C(N=CS1)[C@@H]2N[S@@](=O)C(C)(C)C)=O